ClC1=NC(=C2C(=N1)NN=C2)N 6-chloro-1H-pyrazolo[3,4-d]pyrimidin-4-amine